3',4'-dihydro-2'H-spiro[cyclopentane-1,1'-naphthalene] C12(CCCC3=CC=CC=C13)CCCC2